ferric phosphate, dihydrate O.O.P(=O)([O-])([O-])[O-].[Fe+3]